didodecyl sulfosuccinate magnesium salt [Mg+2].S(=O)(=O)([O-])C(C(=O)OCCCCCCCCCCCC)CC(=O)OCCCCCCCCCCCC.C(CCCCCCCCCCC)OC(C(CC(=O)OCCCCCCCCCCCC)S(=O)(=O)[O-])=O